BrC1=C(C=C2C(NC(NC2=C1SC[C@@H](COC)O)=O)=O)Cl (R)-7-bromo-6-chloro-8-((2-hydroxy-3-methoxypropyl)thio)quinazoline-2,4(1H,3H)-dione